ClC1=NC2=CC=CC=C2C=C1C(=O)NC1=CC(=C(C=C1)C)C(F)(F)F 2-chloro-N-(4-methyl-3-(trifluoromethyl)phenyl)quinoline-3-carboxamide